C(C)OC(=O)C=1C(=NC(=C(C1)C#N)OCC1=C(C=CC(=C1)C(F)(F)F)F)C(F)(F)F 5-cyano-6-[[2-fluoro-5-(trifluoromethyl)phenyl]methoxy]-2-(trifluoromethyl)pyridine-3-carboxylic acid ethyl ester